2-fluoro-6-methoxy-3-(methoxymethoxy)benzaldehyde FC1=C(C=O)C(=CC=C1OCOC)OC